(R)-N-(amino(3-fluoro-5-(2-hydroxypropan-2-yl)thiophen-2-yl)(oxo)-λ6-sulfaneylidene)-2-(4-ethyl-6-isopropyl-1,3-dihydroisobenzofuran-5-yl)acetamide N[S@](=NC(CC=1C(=C2COCC2=CC1C(C)C)CC)=O)(=O)C=1SC(=CC1F)C(C)(C)O